ClC1=CC=C(C(=N1)C(=O)O)N[C@H](C)C1=C2N=C(C(=NC2=CC(=C1)C)C#N)N1CCC2(C(C2(F)F)(F)F)CC1 (R)-6-chloro-3-((1-(2-cyano-7-methyl-3-(1,1,2,2-tetrafluoro-6-azaspiro[2.5]octan-6-yl)quinoxalin-5-yl)ethyl)amino)picolinic acid